C(CCC)OCC1=CC(=C(C=C1)O)OC 4-(Butoxymethyl)-2-methoxyphenol